(R)-4-(5-((6,7-dihydro-5H-cyclopenta[b]pyridin-5-yl)carbamoyl)thiophen-2-yl)-2-isobutyl-5-(5-methyl-1,3,4-oxadiazol-2-yl)-6-(2-(5-methylpyridin-2-yl)ethyl)nicotinamide N1=C2C(=CC=C1)[C@@H](CC2)NC(=O)C2=CC=C(S2)C2=C(C(=NC(=C2C(=O)N)CC(C)C)CCC2=NC=C(C=C2)C)C=2OC(=NN2)C